2-(Naphthalen-1-yl)cyclobutane-1-carbonitrile C1(=CC=CC2=CC=CC=C12)C1C(CC1)C#N